titanium alloyl-magnesium C(C=C)(=O)[Mg].[Ti]